[N-](S(=O)(=O)C(F)(F)F)S(=O)(=O)C(F)(F)F.C[NH2+]C dimethylammonium bis(trifluoromethanesulfonyl)imide